ClC=1N=C(SC1)[C@](CNC(=O)C1=NOC(=C1)C1=C(C=C(C=C1)F)F)(C)C=1C=NN(C1)C |r| rac-N-[2-(4-chlorothiazol-2-yl)-2-(1-methylpyrazol-4-yl)propyl]-5-(2,4-difluorophenyl)isoxazole-3-carboxamide